C(C)(=O)NC=1C(=C(C(=C(C1I)C(=O)NCC(CO)O)I)C(=O)NCC(CO)O)I 5-(acetylamino)-N,N'-bis(2,3-dihydroxypropyl)-2,4,6-triiodo-1,3-benzenedicarboxamide